CC=1C(C=C(C(C1C)=O)CC=C(C)C)=O 2,3-dimethyl-5-(3-methyl-2-buten-1-yl)p-benzoquinone